C(C)(C)C1=CC=C(C=C1)C1=C(C2=CC=C(C=C2CC1)OC)C1=CC=C(CCNCCC)C=C1 N-(4-(2-(4-isopropylphenyl)-6-methoxy-3,4-dihydronaphthalen-1-yl)phenethyl)propan-1-amine